CC(CCO)CC(CC(CCC)C)C 3,5,7-trimethyldecanol